3-((S)-2-((E)-3-(4-chloro-2-fluorophenyl)acrylamido)-3-cyclopropylpropionamido)-4-cyclopropyl-2-oxobutanamide ClC1=CC(=C(C=C1)/C=C/C(=O)N[C@H](C(=O)NC(C(C(=O)N)=O)CC1CC1)CC1CC1)F